FC(OC=1C=C(C=CC1)N1C=CC2=CC(=CC=C12)C(=O)OC)F methyl 1-(3-(difluoromethoxy)phenyl)-1H-indole-5-carboxylate